7,9-dihydro-7-methyl-2-[(7-methyl-[1,2,4]triazolo[1,5-a]pyridin-6-yl)amino]-9-(tetrahydro-2H-pyran-4-yl)-8H-purin-8-one CN1C(N(C2=NC(=NC=C12)NC=1C(=CC=2N(C1)N=CN2)C)C2CCOCC2)=O